2-((2R,3R)-3-benzyl-1,4-dioxaspiro[4.5]decane-2-yl)ethyl pivalate C(C(C)(C)C)(=O)OCC[C@H]1OC2(O[C@@H]1CC1=CC=CC=C1)CCCCC2